ClC1=CC(=NC=C1)NC(=S)N1CCN(CC1)C(=O)C=1OC=CC1 N-(4-chloropyridin-2-yl)-4-(furan-2-carbonyl)piperazine-1-thiocarboxamide